2-(sec-butyl)-3-propylbenzo[4,5]imidazo[1,2-a]pyrimidin-4(10H)-one C(C)(CC)C=1N=C2N(C(C1CCC)=O)C1=C(N2)C=CC=C1